2'-C-methyl-cytidine C[C@@]1([C@@H](O[C@@H]([C@H]1O)CO)N1C(=O)N=C(N)C=C1)O